N-(4-fluoro-2-isopropoxyphenyl)-6-(piperazin-1-yl)pyrido[3,2-d]pyrimidin-4-amine FC1=CC(=C(C=C1)NC=1C2=C(N=CN1)C=CC(=N2)N2CCNCC2)OC(C)C